1,8-dihydroxy-bicyclo[7.3.1]trideca-4-ene-2,6-diyne-13-one OC12C#CC=CC#CC(C(CCC1)C2=O)O